O=C1NC(CCC1N1C(C2=CC=C(C=C2C1)NC(=O)C=1N=C2C(=NC1)N(C=C2)C)=O)=O N-(2-(2,6-dioxopiperidin-3-yl)-1-oxoisoindolin-5-yl)-5-methyl-5H-pyrrolo[2,3-b]pyrazine-2-carboxamide